1-[(4-bromophenyl)carbonyl]-4-(5-methyl-1H-imidazol-2-yl)piperidine BrC1=CC=C(C=C1)C(=O)N1CCC(CC1)C=1NC(=CN1)C